C1(=CC=CC2=CC=CC=C12)CC(=O)C1=CC=CC=C1 1-naphthaleneacetophenone